[N+]1(=CC=CC=C1)C1=CC=CC2=CC=3C(CC(CC3C=C12)=O)=O pyridinioanthracene-5,7-dione